FC(C(C)(O)C1=NNC2=CC(=CC=C12)CC(=O)NC1=CC(=NC=C1)C(=O)NC1(CC1)C(F)(F)F)(F)F 4-[[2-[3-(2,2,2-Trifluoro-1-hydroxy-1-methyl-ethyl)-1H-indazol-6-yl]acetyl]amino]-N-[1-(trifluoromethyl)cyclopropyl]pyridine-2-carboxamide